N-hydroxy-1,1-dimethyl-2-(quinolin-2-yl)isoindoline-4-carboxamide ONC(=O)C=1C=2CN(C(C2C=CC1)(C)C)C1=NC2=CC=CC=C2C=C1